C1(=CC=CC=C1)S(=O)(=O)N1C=CC=2C1=NC=C(C2N(C)[C@H]2CNCC[C@H]2C)C#N 1-benzenesulfonyl-4-[((3R,4R)-4-methylpiperidin-3-yl)-methyl-amino]-1H-pyrrolo[2,3-b]pyridine-5-carbonitrile